CN1N=CC(=C1)C=1C(=NC=CC1)C=O 3-(1-methyl-1H-pyrazol-4-yl)picolinaldehyde